methyl 3-(3,5-dichlorophenyl)-4,5-dihydro-3aH-pyrrolo[3,2-d]isoxazole-6,6a-dicarboxylate ClC=1C=C(C=C(C1)Cl)C1=NOC2(C1CCN2C(=O)OC)C(=O)[O-]